NC([C@@](CC(F)(F)F)(C)NC(=O)C1=NC(=C2N1CCC1=CC(=C(C=C21)Br)OC)C=2SC=CC2)=O (S)-N-(1-amino-4,4,4-trifluoro-2-methyl-1-oxobutan-2-yl)-9-bromo-8-methoxy-1-(thiophen-2-yl)-5,6-dihydroimidazo[5,1-a]isoquinoline-3-carboxamide